C1(CC1)CN1CC2=C(CC1)NN=C2C(=O)N2CCC(CC2)C2=C(C(=CC=C2)F)C(F)(F)F (5-(cyclopropylmethyl)-4,5,6,7-tetrahydro-1H-pyrazolo[4,3-c]pyridin-3-yl)(4-(3-fluoro-2-(trifluoro-methyl)phenyl)piperidin-1-yl)methanone